ClC=1C=C(O[C@H]2CN(CC2)C(CC(=O)N[C@@H](C)C2=CC=C(C(=O)OC)C=C2)(CC)CC)C=CC1 Methyl 4-[(1S)-1-[[2-[(3R)-3-(3-chlorophenoxy)pyrrolidin-1-yl]-2-ethylbutane-carbonyl]amino]ethyl]benzoate